FC=1C=C2C=C(NC2=CC1OCC=1N=CSC1)CNC(=O)C1(CC1)C(F)(F)F N-((5-fluoro-6-(thiazol-4-ylmethoxy)-1H-indol-2-yl)methyl)-1-(trifluoromethyl)cyclopropane-1-carboxamide